F[C@@H]1CN(C[C@H]1NC(=O)OCC[Si](C)(C)C)C1=NC(=C2N=CN(C2=N1)C)NC=1C(=NN(C1)CCOCCON(C(OC(C)(C)C)=O)C)OC tert-butyl N-[2-[2-[4-[[2-[(3R,4R)-3-fluoro-4-(2-trimethylsilyl ethoxycarbonylamino)pyrrolidin-1-yl]-9-methylpurin-6-yl]amino]-3-methoxy-pyrazol-1-yl]ethoxy]ethoxy]-N-methyl-carbamate